N=1NC=C2C3(CC4=C(C12)C=C(O4)C(=O)N)CC3 2',5'-dihydrospiro[cyclopropane-1,4'-furo[2,3-g]indazole]-7'-carboxamide